1,3,5-trimethyl-2,4,6-tris(3,5-di-tertiary butyl-4-hydroxybenzyl)benzene CC1=C(C(=C(C(=C1CC1=CC(=C(C(=C1)C(C)(C)C)O)C(C)(C)C)C)CC1=CC(=C(C(=C1)C(C)(C)C)O)C(C)(C)C)C)CC1=CC(=C(C(=C1)C(C)(C)C)O)C(C)(C)C